3-(6-chloro-5-(phenylsulfonylamino)pyridin-3-yl)-N-methylbenzamide ClC1=C(C=C(C=N1)C=1C=C(C(=O)NC)C=CC1)NS(=O)(=O)C1=CC=CC=C1